7,7,9-trimethyl-4,13-dioxo-3,14-dioxa-5,12-diazahexadecane-1,16-diylbis(2-methyl acrylate) CC(CNC(OCCC=C(C(=O)[O-])C)=O)(CC(CCNC(OCCC=C(C(=O)[O-])C)=O)C)C